CC1=C(C(=CC(=C1)C)C(CCCCCCCCCCCCC)C)O 2,4-dimethyl-6-(1'-methyl-tetradecyl)phenol